sodium sulfosuccinate salt S(=O)(=O)(O)C(C(=O)[O-])CC(=O)[O-].[Na+].[Na+]